6-methoxy-5-({6-[(1R,2S)-5'-methoxy-2'-oxo-1',2'-dihydrospiro[cyclopropane-1,3'-indol]-2-yl]-1H-indazol-3-yl}amino)-N,N-dimethylpyridine-3-carboxamide COC1=C(C=C(C=N1)C(=O)N(C)C)NC1=NNC2=CC(=CC=C12)[C@@H]1C[C@@]12C(NC1=CC=C(C=C21)OC)=O